C1(CC1)C1=NC(=NC(=C1)C)NC(=O)N=[S@@](=O)(N)C=1SC(=CN1)C(C)(C)O (S)-N'-((4-cyclopropyl-6-methylpyrimidin-2-yl)carbamoyl)-5-(2-hydroxypropan-2-yl)thiazole-2-sulfonimidamide